C(C)(C)(C)OC(=O)N1C2CC3(C(CC3)=O)CC1CC2 oxo-8-azaspiro[bicyclo[3.2.1]octane-3,1'-cyclobutane]-8-carboxylic acid tert-butyl ester